C(=O)O.FC(C1=C2CN(C(C2=CC(=C1)CN1[C@H](CN(CC1)C)C(C)C)=O)C1=CC(=CC=C1)C1(CC2(COC2)C1)C1=NN=CN1C)F (S)-4-(difluoromethyl)-6-((2-isopropyl-4-methylpiperazin-1-yl)methyl)-2-(3-(6-(4-methyl-4H-1,2,4-triazol-3-yl)-2-oxaspiro[3.3]heptan-6-yl)phenyl)isoindolin-1-one formate